OCC1(C(C(=O)O)C=CC=C1)CO 2,2-bis(hydroxymethyl)benzoic acid